1-Bromo-3-methoxy-propane BrCCCOC